tert-butyl 6-amino-4-fluoro-2H-spiro[benzofuran-3,4'-piperidine]-1'-carboxylate NC1=CC2=C(C(=C1)F)C1(CCN(CC1)C(=O)OC(C)(C)C)CO2